C(C)(=O)NS(=O)(=O)C1=CC=C(C=C1)N1N=NC(=C1)C=1C=C(C=CC1)C=1N=NN(C1)C1=CC=C(C=C1)S(=O)(=O)N(C(C)=O)CCCCC N-{4-[4-(3-{1-[4-(acetamido-sulfonyl)phenyl]-1H-1,2,3-triazol-4-yl}phenyl)-1H-1,2,3-triazol-1-yl]benzenesulfonyl}-N-pentylacetamide